N[C@H]1C[C@H](CO[C@@H]1C1=C(C=CC(=C1)F)F)N1CC=2C(=NN3C2N=C(C=C3C(=O)[O-])C=3SC=CC3)CC1 9-((3R,5S,6R)-5-amino-6-(2,5-difluorophenyl) tetrahydro-2H-pyran-3-yl)-2-(thiophen-2-yl)-7,8,9,10-tetrahydropyrido[4',3':3,4]pyrazolo[1,5-a]pyrimidine-4-carboxylate